(Z)-1-(2,6-difluoro-4-methoxy-phenyl)-2-methoxy-ethanone oxime FC1=C(C(=CC(=C1)OC)F)/C(/COC)=N/O